methyl (S,E)-(7-amino-1-((1-((7-((2,4-difluorobenzyl)oxy)benzo[d]thiazol-2-yl)methyl)-2-oxo-1,2-dihydropyridin-3-yl)amino)-1,7-dioxohept-5-en-2-yl)carbamate NC(/C=C/CC[C@@H](C(=O)NC=1C(N(C=CC1)CC=1SC2=C(N1)C=CC=C2OCC2=C(C=C(C=C2)F)F)=O)NC(OC)=O)=O